4-((1S,4S)-4-(1-(4,5-dimethyl-1H-imidazol-2-yl)ethyl)cyclohexyl)-6-fluoroquinoline CC=1N=C(NC1C)[C@@H](C)C1CCC(CC1)C1=CC=NC2=CC=C(C=C12)F